N-(4-cyano-1-methyl-6,7-dihydro-5H-cyclopenta[c]pyridin-3-yl)cyanamide C(#N)C=1C2=C(C(=NC1NC#N)C)CCC2